ClC1=NN(C=C1NC(OC(C)(C)C)=O)C(C(=O)/N=C/N(C)C)(C)C (E)-tert-butyl (3-chloro-1-(1-(((dimethylamino)methylene)amino)-2-methyl-1-oxopropan-2-yl)-1H-pyrazol-4-yl)carbamate